1-(2,4-difluoro-3-(3-morpholinoquinoxaline-6-carbonyl)phenyl)-3-(4-fluorophenyl)urea FC1=C(C=CC(=C1C(=O)C=1C=C2N=C(C=NC2=CC1)N1CCOCC1)F)NC(=O)NC1=CC=C(C=C1)F